OC1=CC=C(C=C1)C(C(=O)O)CO 4-Hydroxy-alpha-(hydroxymethyl)phenylacetic Acid